(R)-1-(3-cyano-2-methoxypropyl)-1H-pyrrole-2-carboxylic acid C(#N)C[C@H](CN1C(=CC=C1)C(=O)O)OC